5-(2-(Dimethylamino)ethoxy)-N-(1-(isoquinolin-8-yl)cyclopropyl)-2-methylbenzamide CN(CCOC=1C=CC(=C(C(=O)NC2(CC2)C=2C=CC=C3C=CN=CC23)C1)C)C